methyl 3-(9-((4-(((tert-butoxycarbonyl)amino)methyl)-2-(trifluoromethyl)phenyl)carbamoyl)-4,5-dihydrobenzo[b]thieno[2,3-d]oxepin-8-yl)-6-(propylcarbamoyl)picolinate C(C)(C)(C)OC(=O)NCC1=CC(=C(C=C1)NC(=O)C1=CC2=C(OCCC3=C2SC=C3)C=C1C=1C(=NC(=CC1)C(NCCC)=O)C(=O)OC)C(F)(F)F